tert-Butyl (R)-(6-((2-((tert-butoxycarbonyl)amino)propoxy)methyl)-1-methyl-1H-benzo[d][1,2,3]triazol-4-yl)carbamate C(C)(C)(C)OC(=O)N[C@@H](COCC=1C=C(C2=C(N(N=N2)C)C1)NC(OC(C)(C)C)=O)C